O=C1CC2(CC(C2)C(=O)O)C1 6-Oxo-spiro[3.3]heptane-2-carboxylic acid